CN(C)CC1=C(CNC(=O)N2C(O[C@@H]([C@@H]2C)C2=CC(=CC(=C2)C(F)(F)F)F)=O)C=CC=C1 (4S,5R)-N-{2-[(dimethylamino)methyl]benzyl}-5-[3-fluoro-5-(trifluoromethyl)phenyl]-4-methyl-2-oxo-1,3-oxazolidine-3-carboxamide